C(C)N1CCN(CC1)CCCNC(=O)C1=CC=2SC3=NC(=CN3C2C=C1)C1=CC=C(C=C1)OC N-[3-(4-ethylpiperazin-1-yl)propyl]-4-(4-methoxyphenyl)-7-thia-2,5-diazatricyclo[6.4.0.02,6]dodeca-1(8),3,5,9,11-pentaene-10-carboxamide